C(C1=CC=CC=C1)=C1C(C(CCC1)=CC1=CC=CC=C1)=O 2,6-Dibenzylidenecyclohexanone